C1OCC12CN(C2)C2=NC=CC(=N2)COC2=CC=C(C=C2)C(C)(C)C2=CC=C(OC1CCC(CC1)NC=1C=C3C(N(C(C3=CC1)=O)C1C(NC(C=C1)=O)=O)=O)C=C2 5-(((1s,4s)-4-(4-(2-(4-((2-(2-oxa-6-azaspiro[3.3]heptan-6-yl)pyrimidin-4-yl)methoxy)phenyl)propan-2-yl)phenoxy)cyclohexyl)amino)-2-(2,6-dioxopyridin-3-yl)isoindolin-1,3-dione